[phenyl-(biphenylyl)triazineyl](dimethylfluorenyl)biphenyl C1(=CC=CC=C1)C1=C(C(=NN=N1)C=1C(=C(C=CC1)C1=CC=CC=C1)C1=C(C(=CC=2C3=CC=CC=C3CC12)C)C)C1=C(C=CC=C1)C1=CC=CC=C1